P(O)(O)O.N1=CN=CC=C1.N1=CN=CC=C1.N1=CN=CC=C1 tri-pyrimidine phosphite